N1=CN=C(C=C1)C1(CC1)C(=O)N pyrimidin-4-yl-cyclopropanecarboxamide